ClC=1C=C(C=C(C1)Cl)N1CCN(CC1)S(=O)(=O)C1=CC=C(C=C1)NC(=O)C=1C=C(C(=O)O)C=CC1N(S(=O)(=O)C)C 3-((4-((4-(3,5-dichlorophenyl)piperazin-1-yl)sulfonyl)phenyl)carbamoyl)-4-(N-methylmethylsulfonamido)benzoic acid